C(C)N1C2=CC=CC=C2C=2C=C(C=CC12)OC(CC(C)C)=O 3-methyl-butanoic acid-1-(9-ethyl-9H-carbazol-3-yl) ester